(5-Chloropyrazolo[1,5-a]pyrimidin-3-yl)(1H-imidazol-2-yl)methanone ClC1=NC=2N(C=C1)N=CC2C(=O)C=2NC=CN2